tert-butyl (S)-(7-iodoisochroman-4-yl)(methyl)carbamate IC1=CC=C2[C@@H](COCC2=C1)N(C(OC(C)(C)C)=O)C